BrC1=CC=C(C=C1)C=1C=NC2=CC=CC=C2C1 3-(4-bromophenyl)quinoline